C(C)(C)(C)OC(=O)N1CC2(C1)CN(CC2)CCCNC2=CC(=NC1=CC=CC=C21)C2=CC=C(C=C2)OC.BrC(C(=O)NC2=CC=C(C=C2)F)(F)F 2-bromo-2,2-difluoro-N-(4-fluorophenyl)acetamide tert-Butyl-6-(3-((2-(4-methoxyphenyl)quinolin-4-yl)amino)propyl)-2,6-diazaspiro[3.4]octane-2-carboxylate